NC=1C=2C(C(=NC1)NC(C(N1[C@H](CC[C@H](C1)CC)CC)=O)=O)=NNC2 |r| N-(4-amino-2H-pyrazolo[3,4-c]pyridin-7-yl)-2-oxo-2-[rac-(2S,5R)-2,5-diethyl-1-piperidyl]acetamide